C1(=C(C=CC=C1)OC1=CC=C(C=C1)NC=1C=CC=C2C=NC(=NC12)N)C N8-(4-(o-tolyloxy)phenyl)quinazoline-2,8-diamine